8-(1-Cyclopropylpiperidin-4-yl)-9-ethyl-3-ethynyl-6,6-dimethyl-5,6-dihydro-11H-benzo[b]carbazol-11-one C1(CC1)N1CCC(CC1)C=1C(=CC2=C(C(C=3NC4=CC(=CC=C4C3C2=O)C#C)(C)C)C1)CC